Cl.C[C@@H]1NCC[C@H](C1)OC=1SC2=C(N1)SC(=N2)C=2N=CC(=C1C2NC=C1)C=1C=NNC1 7-(5-{[(2S,4R)-2-Methylpiperidin-4-yl]oxy}[1,3]thiazolo[5,4-d][1,3]thiazol-2-yl)-4-(1H-pyrazol-4-yl)-1H-pyrrolo[2,3-c]pyridin Hydrochlorid